methyl (S)-3-bromo-4-(((1-hydroxy-3-methylbutan-2-yl)amino)methyl)benzoate BrC=1C=C(C(=O)OC)C=CC1CN[C@H](CO)C(C)C